4-((3-(5-(2-fluoroethyl)-1,2,4-oxadiazol-3-yl)-2-methoxyphenyl)amino)-N-methylnicotinamide FCCC1=NC(=NO1)C=1C(=C(C=CC1)NC1=CC=NC=C1C(=O)NC)OC